Ethyl (S)-3-((tert-butoxycarbonyl)amino)-3-(2'-ethyl-4,4'-difluoro-5-(trifluoromethyl)-6'-(((trifluoromethyl)sulfonyl)oxy)-[1,1'-biphenyl]-3-yl)propanoate C(C)(C)(C)OC(=O)N[C@@H](CC(=O)OCC)C=1C=C(C=C(C1F)C(F)(F)F)C1=C(C=C(C=C1OS(=O)(=O)C(F)(F)F)F)CC